1-(2,3-dihydroxypropyl)-N-((5-phenyl-1,3,4-thiadiazol-2-yl)methyl)-1H-1,2,3-triazole-4-carboxamide OC(CN1N=NC(=C1)C(=O)NCC=1SC(=NN1)C1=CC=CC=C1)CO